ClC=1C=C(C=CC1)C(C(=O)N1CC2=C(CCC1)N=C(NC2=O)C2(CC2)C2=CC(=CC=C2)F)(F)F 6-(2-(3-chlorophenyl)-2,2-difluoroacetyl)-2-(1-(3-fluorophenyl)cyclopropyl)-3,5,6,7,8,9-hexahydro-4H-pyrimido[5,4-c]azepin-4-one